C(C1=CC=CC=C1)OC(=O)N1CCC(CC1)N1N=CC(=C1)NC1=NC=CC(=N1)N1CCC(CC1)(C)N 4-(4-((4-(4-amino-4-methylpiperidin-1-yl)pyrimidin-2-yl)amino)-1H-pyrazol-1-yl)piperidine-1-carboxylic acid benzyl ester